4-(3,4-dimethylphenyl)-1,6-dihydro-7H-pyrrolo[2,3-c]pyridin-7-one CC=1C=C(C=CC1C)C=1C2=C(C(NC1)=O)NC=C2